COC1=CC(=CN=N1)N1C[C@H]2CC[C@@H](C1)C2N (1R,5S,8S)-3-(6-methoxypyridazin-4-yl)-3-azabicyclo[3.2.1]octan-8-amine